C=C1CC(=O)OCC1 3-R-methyl-yl-valerolactone